ClC1=NC2=CC(=CC=C2C=C1)OC[C@@H]1C([C@@H]2[C@@H](OC(O2)(C)C)O1)(O)C#C (3aR,5R,6aR)-5-(((2-chloroquinolin-7-yl)oxy)methyl)-6-ethynyl-2,2-dimethyltetrahydrofurano[2,3-d][1,3]dioxol-6-ol